N1C=NC(=C1)CCCC(N)=N 4-(1H-imidazol-4-yl)butanimidamide